ortho-chlorobenzotrichloride ClC1=C(C=CC=C1)C(Cl)(Cl)Cl